[E]-beta-ocimene C=C\C(\C)=C\CC=C(C)C